4-hydroxy-1-methoxy-5-methyl-3-[4-(trifluoromethyl)pyridine-2-yl]imidazolidin-2-one OC1N(C(N(C1C)OC)=O)C1=NC=CC(=C1)C(F)(F)F